4-[[3,5-bis[(3,5-ditert-butyl-4-hydroxy-phenyl)methyl]-2,4,6-trimethyl-phenyl]methyl]-2,6-ditert-butyl-phenol C(C)(C)(C)C=1C=C(C=C(C1O)C(C)(C)C)CC=1C(=C(C(=C(C1C)CC1=CC(=C(C(=C1)C(C)(C)C)O)C(C)(C)C)C)CC1=CC(=C(C(=C1)C(C)(C)C)O)C(C)(C)C)C